CNC(=O)C1CCN(CC1)C(C1=CC=C(C=C1)C1=NC=C2N1C=C(N=C2)C2=CC=CC=C2)=O N-methyl-1-(4-(6-phenylimidazo[1,5-a]pyrazin-3-yl)benzoyl)piperidine-4-carboxamide